The molecule is a CMP-sugar having 3-deoxy-D-glycero-beta-D-galacto-nonulosonic acid as the sugar component. It has a role as a bacterial metabolite. It derives from a 3-deoxy-D-glycero-beta-D-galacto-nonulosonic acid. It is a conjugate acid of a CMP-3-deoxy-D-glycero-beta-D-galacto-nonulosonate(2-). C1[C@@H]([C@H]([C@@H](O[C@@]1(C(=O)O)OP(=O)(O)OC[C@@H]2[C@H]([C@H]([C@@H](O2)N3C=CC(=NC3=O)N)O)O)[C@@H]([C@@H](CO)O)O)O)O